C(C=C)(=O)N1[C@H](CN(C[C@H]1C)C1=C(C(N(C2=NC(=C(C=C12)Cl)C1=C(C(=CC(=C1F)Cl)Cl)N)C=1C(=NC=NC1C(C)C)C(C)C)=O)C#N)C ((3S,5R)-4-propenoyl-3,5-dimethylpiperazin-1-yl)-7-(2-amino-3,5-dichloro-6-fluorophenyl)-6-chloro-1-(4,6-diisopropylpyrimidin-5-yl)-2-oxo-1,2-dihydro-1,8-naphthyridine-3-carbonitrile